N1(CCCC1)BI (pyrrolidinyl)iodoborane